C1(=CC=CC=C1)C1=CC2=C(C=N1)C(OC(O2)(C)C)=O 7-phenyl-2,2-dimethyl-4H-[1,3]-dioxino[5,4-c]pyridin-4-one